Sodium 5-((4'-(3,3-difluorocyclobutyl)-[1,1'-biphenyl]-4-yl)oxy)-1H-1,2,3-triazole-4-carboxylate FC1(CC(C1)C1=CC=C(C=C1)C1=CC=C(C=C1)OC1=C(N=NN1)C(=O)[O-])F.[Na+]